C1(CC1)C1=NC(=NO1)C1(CCN(CC1)C(=O)NC1=C(C=CC=C1F)N1[C@@H]2CN([C@H](C1)C2)CC)C 4-(5-cyclopropyl-1,2,4-oxadiazol-3-yl)-N-{2-[(1S,4S)-5-ethyl-2,5-diazabicyclo[2.2.1]heptan-2-yl]-6-fluorophenyl}-4-methylpiperidine-1-carboxamide